4-(6-(4-(2-cyclopentylacetamido)thiophen-2-yl)pyrazin-2-yl)-N-(2-(dimethylamino)ethyl)-2-methoxy-N-methyl-benzamide C1(CCCC1)CC(=O)NC=1C=C(SC1)C1=CN=CC(=N1)C1=CC(=C(C(=O)N(C)CCN(C)C)C=C1)OC